5-nitro-1-(pyridin-4-ylmethyl)-1H-indole [N+](=O)([O-])C=1C=C2C=CN(C2=CC1)CC1=CC=NC=C1